5-bromo-2-hydroxynicotinaldehyde BrC=1C=NC(=C(C=O)C1)O